(E)-3-(2-hydroxy-4-methoxyphenyl)-1-(piperidin-1-yl)propan OC1=C(C=CC(=C1)OC)CCCN1CCCCC1